FC1(CCN(CC1)C1=NC(=CC2=C1N=CN2)NC(C2=C(C=C(C=C2)S(=O)(=O)C)N2CCC1(CC1)CC2)=O)F N-(4-(4,4-difluoropiperidin-1-yl)-1H-imidazo[4,5-c]pyridin-6-yl)-4-(methylsulfonyl)-2-(6-azaspiro[2.5]octan-6-yl)benzamide